2,3-dihydroxybutanediamide OC(C(=O)N)C(C(=O)N)O